C(#C)C=1C=C(OC2=C(N=NN2)C(=O)OCC)C=CC1 ethyl 5-(3-ethynylphenoxy)-1H-1,2,3-triazole-4-carboxylate